(S)-N-((R or S)-(3-chloro-2,4-difluorophenyl)((trans)-6,6-difluorobicyclo[3.1.0]hexan-3-yl)methyl)-2-oxooxazolidine-5-carboxamide ClC=1C(=C(C=CC1F)[C@H](NC(=O)[C@@H]1CNC(O1)=O)C1CC2C(C2C1)(F)F)F |o1:8|